4-(3-cyclopropyl-1-((3-methoxybicyclo[1.1.1]pentan-1-yl)methyl)-4-(trifluoromethyl)-1H-pyrazole-5-carboxamido)picolinamide C1(CC1)C1=NN(C(=C1C(F)(F)F)C(=O)NC1=CC(=NC=C1)C(=O)N)CC12CC(C1)(C2)OC